dihydrochloride 2HCl Cl.Cl.Cl.Cl